2-(4-(8-(3,5-bis(trifluoromethyl)phenyl)-2-methyl-1H-imidazo[4,5-c]quinolin-1-yl)phenyl)-2-methylpropanenitrile FC(C=1C=C(C=C(C1)C(F)(F)F)C1=CC=2C3=C(C=NC2C=C1)N=C(N3C3=CC=C(C=C3)C(C#N)(C)C)C)(F)F